2-(morpholin-4-yl)-8-(1H-pyrazol-5-yl)-4-(thiophen-3-yl)-1,7-naphthyridine N1(CCOCC1)C1=NC2=C(N=CC=C2C(=C1)C1=CSC=C1)C1=CC=NN1